CC1=CCC(CC1)C(=C)C(C)C 1-methyl-4-(3-methylbut-1-en-2-yl)cyclohex-1-ene